C(C=C)C1(C(=O)OC(C1)C)CC=C α,α-diallyl-γ-valerolactone